4-(5-acetyl-2-(4-fluorophenyl)-4,5,6,7-tetrahydropyrazolo[1,5-a]pyrazine-3-yl)-2-methylpyridine-1-oxide C(C)(=O)N1CC=2N(CC1)N=C(C2C2=CC(=[N+](C=C2)[O-])C)C2=CC=C(C=C2)F